scandium-iridium [Ir].[Sc]